rel-methyl (S)-3-(4-methyl-1-(pent-4-en-1-yl)-1H-benzo[d][1,2,3]triazol-5-yl)-3-(1,2,3,4-tetrahydroisoquinolin-7-yl)propanoate dihydrochloride Cl.Cl.CC1=C(C=CC=2N(N=NC21)CCCC=C)[C@@H](CC(=O)OC)C2=CC=C1CCNCC1=C2 |o1:17|